C(CC)(=O)OCC#CCOC(CC)=O 2-butyn-1,4-diyl dipropionate